hexyl 3-(((((1R,2S,5R)-2-carbamoyl-7-oxo-1,6-diazabicyclo[3.2.1]octan-6-yl)oxy)sulfonyl)oxy)-2,2-dimethylpropanoate C(N)(=O)[C@H]1N2C(N([C@H](CC1)C2)OS(=O)(=O)OCC(C(=O)OCCCCCC)(C)C)=O